N[C@@H]1C(N(C2=C(OC1)C=CC(=C2)Br)C)=O (S)-3-amino-7-bromo-5-methyl-2,3-dihydrobenzo[b][1,4]oxazepin-4(5H)-one